1-(8Z,11Z,14Z-eicosatrienoyl)-2-(9Z,12Z-octadecadienoyl)-glycero-3-phosphoserine C(C=CC=CC=CCCCCCCCCCCCCC)(=O)OCC(OC(C=CC=CCCCCCCCCCCCCC)=O)COP(=O)(O)OC[C@H](N)C(=O)O